C1(=CC=CC=C1)[C@H]1N(OCC1)C1=NC(=NC=C1C(F)(F)F)NC=1C=CC(=C2CCOC21)C(=O)OC methyl (S)-7-((4-(3-phenylisoxazolidin-2-yl)-5-(trifluoromethyl)pyrimidin-2-yl)amino)-2,3-dihydrobenzofuran-4-carboxylate